(1-((3-fluorophenyl)sulfonyl)-3-oxocyclobutyl)piperidine-1-carboxylic acid tert-butyl ester C(C)(C)(C)OC(=O)N1C(CCCC1)C1(CC(C1)=O)S(=O)(=O)C1=CC(=CC=C1)F